(3-chloro-4-(2-methylphenyl)-2-azetidinon-1-yl)adamantanecarboxamide ClC1C(N(C1C1=C(C=CC=C1)C)C1C2(CC3CC(CC1C3)C2)C(=O)N)=O